C(C)(C)(C)C1=CC=C(CNC[C@@H]([C@H](CC2=CC=CC=C2)NC(CC2C3=CC=CC=C3C=3C=CC=CC23)=O)O)C=C1 N-((2S,3S)-4-((4-(tert-butyl)benzyl)amino)-3-hydroxy-1-phenylbutan-2-yl)-2-(9H-fluoren-9-yl)acetamide